(1R)-N-(7-chloro-6-(1-(oxetan-3-yl)piperidin-4-yl)isoquinolin-3-yl)-6-oxaspiro[2.5]octane-1-carboxamide ClC1=C(C=C2C=C(N=CC2=C1)NC(=O)[C@@H]1CC12CCOCC2)C2CCN(CC2)C2COC2